COC(=O)[C@H]1[C@@H](CCCC1)NC(=O)OCC1=CC=CC=C1 (1R,2R)-2-(benzyloxycarbonylamino)cyclohexanecarboxylic acid methyl ester